3-bromoprop-2-en-1-ol BrC=CCO